C(C=C)(=O)NCCCCCC(=O)OCCC#CCCCCCC dec-3-yn-1-yl 6-acrylamidohexanoate